ClC=1N(N=C2C(=CC(=C(C12)Cl)B(O)O)Cl)C (3,4,7-trichloro-2-methyl-2H-indazol-5-yl)boronic acid